O1CCN(CC1)C=1C=C2C(=CC=NC2=CN1)NC1=CC=C(C=C1)NC(=O)C=1C(N(C=CC1)C1=CC=CC=C1)=O N-[4-[(6-morpholino-1,7-naphthyridin-4-yl)amino]phenyl]-2-oxo-1-phenyl-pyridine-3-carboxamide